(benzyl-(1,3-dioxoisoindolin-2-yl)carbamoyl)-L-tryptophan methyl ester COC([C@@H](NC(N(N1C(C2=CC=CC=C2C1=O)=O)CC1=CC=CC=C1)=O)CC1=CNC2=CC=CC=C12)=O